1,3,5-tris(1-phenylbenzimidazol-2-yl)benzene C1(=CC=CC=C1)N1C(=NC2=C1C=CC=C2)C2=CC(=CC(=C2)C2=NC1=C(N2C2=CC=CC=C2)C=CC=C1)C1=NC2=C(N1C1=CC=CC=C1)C=CC=C2